N1(CCCC1)CCC1=CC=C(C=C)C=C1 (4-(2-pyrrolidinoethyl))styrene